C(CCCCCCC)OC=1C=C(C=O)C=CC1OCCCCCCCC 3,4-Di(octoxy)benzaldehyde